propargyl benzenesulfinate C1(=CC=CC=C1)S(=O)OCC#C